FC1(CN(C1)C(=O)C1=CC2=C(CNCC2)N1C)F (3,3-difluoroazetidin-1-yl)(1-methyl-4,5,6,7-tetrahydro-1H-pyrrolo[2,3-c]pyridin-2-yl)methanone